BrC1=CC=C(C=C1)C(C)N1C(CCC1)C1=C(C=CC=C1)C1CC1 1-(1-(4-bromophenyl)ethyl)-2-(2-cyclopropylphenyl)pyrrolidine